N[C@@H]1[C@H]([C@@H](N(C2=CC=CC=C12)C(C)=O)C1CC1)C |&1:1| ((2S,3R,4RS)-4-amino-2-cyclopropyl-3-methyl-3,4-dihydroquinolin-1(2H)-yl)ethanone